C1=CC=CC=2C#CC#CC3=C(C21)C=CC=C3 Dibenzocyclooctadiyne